CN(CC[C@H](CSC1=CC=C(C=C1)F)NC1=C(C=C(C=C1F)S(=O)(=O)NC(=O)[C@@]1(OCCCC1)C)F)C (R)-N-((4-(((R)-4-(DIMETHYLAMINO)-1-((4-FLUOROPHENYL)THIO)BUTAN-2-YL)AMINO)-3,5-DIFLUOROPHENYL)SULFONYL)-2-METHYLTETRAHYDRO-2H-PYRAN-2-CARBOXAMIDE